C(C)(C)N1C=NC2=C1C(=NC(=C2)C(=O)O)C=2C=NC=NC2 3-Isopropyl-4-(pyrimidin-5-yl)-3H-imidazo[4,5-c]pyridine-6-carboxylic acid